(E)-Methyl 3-(3-(N-(2-chloro-4-morpholinothieno[3,2-d]pyrimidin-6-yl) sulfamoyl)phenyl)acrylate ClC=1N=C(C2=C(N1)C=C(S2)NS(=O)(=O)C=2C=C(C=CC2)/C=C/C(=O)OC)N2CCOCC2